4-(p-nitrobenzyl)pyridine 2-hydroxy-5-(3,5,6,7-tetrahydroxy-4-oxo-4H-chromen-2-yl)phenolate OC1=C(C=C(C=C1)C=1OC2=CC(=C(C(=C2C(C1O)=O)O)O)O)[O-].[N+](=O)([O-])C1=CC=C(CC2=CC=NC=C2)C=C1